(2-bromo-[1,1'-biphenyl]-3-yl)methanol ethyl-2-(6-bromo-1-oxo-isoindolin-2-yl)-2-[5-fluoro-2-(methoxymethoxy)-phenyl]acetate C(C)C(C(=O)OCC=1C(=C(C=CC1)C1=CC=CC=C1)Br)(C1=C(C=CC(=C1)F)OCOC)N1C(C2=CC(=CC=C2C1)Br)=O